CC1=CC(=CC2=C1O[C@](CC2)(C)CCC[C@H](C)CCC[C@H](C)CCCC(C)C)OC(=O)C δ-tocopherol acetate